(S)-1-((S)-6-((S)-2-(4-(4-fluorobenzoyl)thiazol-2-yl)pyrrolidine-1-carbonyl)-5-azaspiro[2.4]heptan-5-yl)-2-(methylamino)propan-1-one FC1=CC=C(C(=O)C=2N=C(SC2)[C@H]2N(CCC2)C(=O)[C@H]2N(CC3(CC3)C2)C([C@H](C)NC)=O)C=C1